C(C)(C)(C)OC(=O)N1[C@H]2CN([C@H]2[C@@H](C1)O)CC1=CC=CC=C1.C12(CC3CC(CC(C1)C3)C2)C(C=O)CC 2-((1R,3R,5S)-adamantan-1-yl)butanal (1S,4R,5R)-tert-butyl-6-benzyl-4-hydroxy-2,6-diazabicyclo[3.2.0]heptane-2-carboxylate